Benzyl (3aS,5S,6aR)-3a-hydroxy-5-phenoxyhexahydrocyclopenta[c]pyrrole-2(1H)-carboxylate Benzyl-(3aR,5R,6aS)-3a-hydroxy-5-phenoxyhexahydrocyclopenta[c]pyrrole-2(1H)-carboxylate C(C1=CC=CC=C1)OC(=O)N1C[C@H]2[C@@](C1)(C[C@@H](C2)OC2=CC=CC=C2)O.O[C@@]21[C@@H](CN(C2)C(=O)OCC2=CC=CC=C2)C[C@@H](C1)OC1=CC=CC=C1